FC=1C=C(C=C(C1OC)[N+](=O)[O-])COC[C@@H](C)N (2R)-1-[(3-fluoro-4-methoxy-5-nitro-phenyl)methoxy]propan-2-amine